COC=1C=C(C2=CC=CC=C2C1)C1(CC1)NC(=O)C=1C=C(OC[C@H]2N(CCC2)C(=O)OC(C)(C)C)C=CC1C (S)-tert-Butyl 2-((3-((1-(3-methoxynaphthalen-1-yl)cyclopropyl)carbamoyl)-4-methylphenoxy)methyl)pyrrolidine-1-carboxylate